P(=O)(O)(O)[O-].[K+] Potassium Di-hydrogen Phosphate